aluminum titanium Oxide [O-2].[Ti+4].[Al+3]